[Si](C)(C)(C(C)(C)C)OCC1=CC(=NC=C1C)C(C(C(=O)OC)(C)C)C1=C(C=2N(C=C1)C(=NN2)C(F)(F)F)C Methyl 3-(4-(((tert-butyldimethylsilyl)oxy)methyl)-5-methylpyridin-2-yl)-2,2-dimethyl-3-(8-methyl-3-(trifluoromethyl)-[1,2,4]triazolo[4,3-a]pyridin-7-yl)propanoate